N1(CCNCC1)C1=C(C=C(NC2C(NC(CC2)=O)=O)C=C1)C(F)(F)F 3-[4-piperazin-1-yl-3-(trifluoromethyl)anilino]piperidine-2,6-dione